2-(4-(((6-(cyclopropyl((5-(trifluoromethyl)pyridin-2-yl)methyl)amino)-5-fluoropyrimidin-4-yl)amino)methyl)-4-(hydroxymethyl)piperidin-1-yl)acetamide C1(CC1)N(C1=C(C(=NC=N1)NCC1(CCN(CC1)CC(=O)N)CO)F)CC1=NC=C(C=C1)C(F)(F)F